CC=1C=C2N=CC(=NC2=CC1C)C=1OC[C@H](N1)C1=CC=CC=C1 (R)-2-(6,7-dimethylquinoxalin-2-yl)-4-phenyl-4,5-dihydro-oxazole